C1(=CC=CC=C1)C=1C(=C(C=CC1)PC1=CC=CC=C1)C1=CC=CC=C1 diphenyl-Diphenylphosphine